ClC=1C(=C2C=NNC2=C(C1F)C(C(C)C)OC)C=1N=CC=2N(C1)C=C(N2)NC(=O)[C@H]2[C@H](C2)F (1S,2S)-N-(6-(5-chloro-6-fluoro-7-(1-methoxy-2-methylpropyl)-1H-indazol-4-yl)imidazo[1,2-a]pyrazin-2-yl)-2-fluorocyclopropane-1-carboxamide